racemic-tert-butyl 4-(((3R*,4R*)-3-(4-(1H-1,2,3-triazol-1-yl)phenyl)-1-(tert-butoxycarbonyl)piperidin-4-yl)oxy)-5,7-dimethyl-1H-indole-1-carboxylate N1(N=NC=C1)C1=CC=C(C=C1)[C@@H]1CN(CC[C@H]1OC1=C2C=CN(C2=C(C=C1C)C)C(=O)OC(C)(C)C)C(=O)OC(C)(C)C |r|